FC(S(=O)(=O)OC1=C(C=CC2=CC=CC=C12)C#C[Si](C(C)C)(C(C)C)C(C)C)(F)F ((triisopropylsilyl)ethynyl)naphthalen-1-yl trifluoromethanesulfonate